OC(=O)O hydroxy-carboxylic acid